C1(=CC=CC=C1)C1(C(C(=S)S)C=CC=C1)CCC 2-Phenyl-2-propyldithiobenzoic acid